ClC=1C(=NC(=NC1)N[C@@H]1C[C@H]2CO[C@@H]([C@H]1O)O2)C=2C=C(C1=C(N(C(=N1)C(C(F)F)(C)C)C(C)C)C2)F (1S,3R,4S,5R)-3-((5-chloro-4-(2-(1,1-difluoro-2-methylpropan-2-yl)-4-fluoro-1-isopropyl-1H-benzo[d]imidazol-6-yl)pyrimidin-2-yl)amino)-6,8-dioxabicyclo[3.2.1]octan-4-ol